C(C)OCC(O)COCC 1,3-diethylglycerol